3-(4-fluoro-5-(3-((4'-fluoro-5,5-dimethyl-3,4,5,6-tetrahydro-[1,1'-biphenyl]-2-yl)methyl)-3,6-diazabicyclo[3.1.1]heptane-6-carbonyl)-1-oxoisoindolin-2-yl)piperidine-2,6-dione FC1=C2CN(C(C2=CC=C1C(=O)N1C2CN(CC1C2)CC2=C(CC(CC2)(C)C)C2=CC=C(C=C2)F)=O)C2C(NC(CC2)=O)=O